C1=C(C=CC2=CC(=CC=C12)/C=C/C1=C(N(C2=CC=C(C=C2)CCCCCC)C2=CC=C(C=C2)CCCCCC)C=CC=C1)/C=C/C1=C(N(C2=CC=C(C=C2)CCCCCC)C2=CC=C(C=C2)CCCCCC)C=CC=C1 (1E,1'E)-2,2'-(Naphthalene-2,6-diyl)bis(ethene-2,1-diyl)bis(N,N-bis(4-hexylphenyl)aniline)